1,2-diethyl ethylene carbonate C(O)(O)=O.C(C)C=CCC